4,4-difluoro-2-(4-fluorophenyl)-N-{4-[5-fluoro-3-(pyridin-2-yl)-1H-pyrrolo[3,2-b]pyridin-2-yl]pyridin-2-yl}butanamide FC(CC(C(=O)NC1=NC=CC(=C1)C1=C(C2=NC(=CC=C2N1)F)C1=NC=CC=C1)C1=CC=C(C=C1)F)F